C(#N)C1=NN(C=C1)C1(CC1)C(=O)NC=1C=C(C=C(C1)C(F)(F)F)NC(=O)[N-]C1=C[N+](=NO1)CC1=NC=CC=C1 ((3-(1-(3-Cyano-1H-pyrazol-1-yl)cyclopropane-1-carboxamido)-5-(trifluoromethyl)phenyl)carbamoyl)(3-(pyridin-2-ylmethyl)-1,2,3-oxadiazol-3-ium-5-yl)amide